C(C)(=O)C1=CN(C2=CC=C(C=C12)C1=CN=NC=C1)CC(=O)N1[C@@H](C[C@H](C1)F)C(=O)NC1=NNC(=C1C1=CC=CC=C1)C (2S,4R)-1-(2-(3-acetyl-5-(pyridazin-4-yl)-1H-indol-1-yl)acetyl)-4-fluoro-N-(5-methyl-4-phenyl-1H-pyrazol-3-yl)pyrrolidine-2-carboxamide